Cl.CP1(CC=NC=C1)=O 4-methyl-1,4-azaphosphine 4-oxide hydrochloride